C(C)(C)(C)OC(=O)N1CCC(CC1)OC1=NC(=CC=C1)N1N(C(C=2C1=NC(=NC2)NC2=CC1=C(N=C(S1)C)C=C2)=O)CC=C tert-butyl-4-[(6-{6-[(2-methyl-1,3-benzothiazol-6-yl)amino]-3-oxo-2-(prop-2-en-1-yl)-1H,2H,3H-pyrazolo[3,4-d]pyrimidin-1-yl}pyridin-2-yl)oxy]piperidine-1-carboxylate